N-(pyrrolo[1,2-b]pyridazin-2-yl)tetrahydro-4H-[1,3]dioxolano[4,5-c]pyrrole-4-carboxamide N=1N2C(C=CC1NC(=O)C1C3C(CN1)OCO3)=CC=C2